C(CC(=O)O)(=O)O.O[C@H](C)C=1N(C2=C(C=NC(=C2)NC)N1)[C@@H]1CC[C@H](CC1)CC#N Trans-2-[4-[2-[(1R)-1-hydroxyethyl]-6-(methylamino)imidazo[4,5-c]pyridin-1-yl]cyclohexyl]acetonitrile malonate